o-(4-hydroxybenzoyl)benzoic acid OC1=CC=C(C(=O)C2=C(C(=O)O)C=CC=C2)C=C1